FC1=C(C=CC=C1)C1=CC=CN1S(=O)(=O)C1=CC(=CC(=C1)OCCCOC)C#CCOC 5-(2-fluorophenyl)-1-((3-(3-methoxyprop-1-yn-1-yl)-5-(3-methoxyPropoxy)phenyl)sulfonyl)-1H-pyrrol